CN1C=CC2=CC(=CC=C12)C1=NC(=NC(=N1)C1CCNCC1)NC1=CC(=CC=C1)C(F)(F)F 4-(1-methyl-1H-indol-5-yl)-6-(piperidin-4-yl)-N-(3-(trifluoromethyl)phenyl)-1,3,5-triazin-2-amine